C(C)S(=O)(=O)C1=CC(=C(C=C1)C1=NN2C(OCC(C2)(C)C)=C1C(=O)OCC)F ethyl 2-(4-(ethylsulfonyl)-2-fluorophenyl)-6,6-dimethyl-6,7-dihydro-5H-pyrazolo[5,1-b][1,3]oxazine-3-carboxylate